ClC1=CC=C(C(=N1)C(=O)NS(=O)(=O)C)N[C@H](C)C=1C=C(C=C2C(N(C(=NC12)N1CCN(CC1)C1=NN(C(=C1)C)C)C)=O)C (R)-6-chloro-3-((1-(2-(4-(1,5-dimethyl-1H-pyrazol-3-yl)piperazin-1-yl)-3,6-dimethyl-4-oxo-3,4-dihydroquinazolin-8-yl)ethyl)amino)-N-(methylsulfonyl)picolinamide